4'-ethyl-2-methyl-3-piperidyl-propiophenone C(C)C1=CC=C(C=C1)C(C(C)C1C(NCCC1)C)=O